FC(OC1=CC=C(C=C1)N1C2=C(C=C(C1=O)C=1C=CC3=C(N(C=N3)C)C1)SC(=N2)OCC)F 4-(4-(difluoromethoxy)phenyl)-2-ethoxy-6-(1-methyl-1H-benzo[d]imidazol-6-yl)thiazolo[4,5-b]pyridin-5(4H)-one